2-amino-6-mercapto-4-(4-(3-methoxyazetidin-1-yl)phenyl)pyridine-3,5-dicarbonitrile NC1=NC(=C(C(=C1C#N)C1=CC=C(C=C1)N1CC(C1)OC)C#N)S